cobalt-iron boron [B].[Fe].[Co]